C(C)(C)(C)C1=CC=2C3=CC=C(C(=C3C(N(C2C=C1)CC(CCCC)CC)=O)O)Cl 2-(tert-butyl)-8-chloro-5-(2-ethylhexyl)-7-hydroxyphenanthridin-6(5H)-one